BrC1=CC=2N(C=3C=C(C4=C(C3C2C2=C1C=CC=C2)C=CC=C4)Br)C4=CC=CC=C4 5,9-dibromo-7-phenyldibenzo[c,g]carbazole